ClC1=C(OCC2=NC=CC=C2)C=CC(=C1)[N+](=O)[O-] 2-((2-chloro-4-nitrophenoxy)methyl)pyridine